(24S)-3β-hydroxy-5α-stigmastan-6-one O[C@@H]1C[C@@H]2C(C[C@H]3[C@@H]4CC[C@H]([C@@H](CC[C@H](CC)C(C)C)C)[C@]4(CC[C@@H]3[C@]2(CC1)C)C)=O